O=C1NC(CCC1N1C(C2=CC=C(C=C2C1=O)OCCCOCCOCCOC1=CC=C(C=C1)\C(=C(\CC)/C1=CC=CC=C1)\C1=CC=C(C=C1)O)=O)=O (Z)-2-(2,6-Dioxopiperidin-3-yl)-5-(3-(2-(2-(4-(1-(4-hydroxyphenyl)-2-phenylbut-1-en-1-yl)phenoxy)ethoxy)ethoxy)propoxy)isoindolin-1,3-dion